3-(difluoromethyl)-1H-inden-4-yl-carboxamide FC(C1=CCC2=CC=CC(=C12)C(=O)N)F